4-((2-(4-((4-(2-((2-(2,6-Dioxopiperidin-3-yl)-1,3-dioxoisoindolin-4-yl)amino)ethyl)-1H-1,2,3-triazol-1-yl)methyl)phenyl)-7-phenylimidazo[1,2-a]pyridin-3-yl)amino)benzoic acid O=C1NC(CCC1N1C(C2=CC=CC(=C2C1=O)NCCC=1N=NN(C1)CC1=CC=C(C=C1)C=1N=C2N(C=CC(=C2)C2=CC=CC=C2)C1NC1=CC=C(C(=O)O)C=C1)=O)=O